COC1C(CCC2=CC=CC=C12)CN(CCC)CCC methoxy-2-(N,N-dipropylamino)methyltetrahydronaphthalene